5-(3-acetylphenyl)-2-methyl-[1,2,4]triazolo[1,5-c]pyrimidin C(C)(=O)C=1C=C(C=CC1)C1=NC=CC=2N1N=C(N2)C